S1N=CC(=C1)C=1C=C(C=NC1)C1(CC1)C=1NC(C=2CNCCCC2N1)=O 2-(1-(5-(isothiazol-4-yl)pyridin-3-yl)cyclopropyl)-3,5,6,7,8,9-hexahydro-4H-pyrimido[5,4-c]azepin-4-one